3-(ethylsulfonyl)benzamide C(C)S(=O)(=O)C=1C=C(C(=O)N)C=CC1